4-bromo-1-(3,3,3-trifluoro-propyl)pyrazole BrC=1C=NN(C1)CCC(F)(F)F